NC1CN(CCC1)C1=NC2=CC=C(C=C2C(=N1)C1=CC(=C(C#N)C=C1)F)C1=C(C=CC=C1C(F)(F)F)F 4-(2-(3-Aminopiperidin-1-yl)-6-(2-fluoro-6-(trifluoromethyl)phenyl)quinazolin-4-yl)-2-fluorobenzonitrile